hexafluoroisopropylbisphenol A FC(C(C1=CC(=C(O)C=C1)C(C)C)(C(F)(F)F)C1=CC=C(C=C1)O)(F)F